ClC1=C(C=CC=C1)C1=NN=C(O1)C(=O)NN 5-(2-chlorophenyl)-1,3,4-oxadiazole-2-carbohydrazide